ClC1=CC=C2C(=CNC2=C1)S(=O)(=O)NC=1C(=NC(=NC1)OC(F)F)OC 6-chloro-N-[2-(difluoromethoxy)-4-methoxy-pyrimidin-5-yl]-1H-indole-3-sulfonamide